1'-methyl-[1,4'-bipiperidin]-4-amine CN1CCC(CC1)N1CCC(CC1)N